3-((4-(3,5-dichloro-2-(morpholin-2-ylmethyl)phenyl)pyrrolo[2,1-f][1,2,4]triazin-6-yl)methyl)-1-methylpyrimidine-2,4(1H,3H)-dione ClC=1C(=C(C=C(C1)Cl)C1=NC=NN2C1=CC(=C2)CN2C(N(C=CC2=O)C)=O)CC2CNCCO2